3-(3'-Adamantan-1-yl-4-hydroxybiphenyl-4-yl)-N-hydroxyacrylamide C12(CC3CC(CC(C1)C3)C2)C=2C=C(C=CC2)C2=CCC(C=C2)(O)C=CC(=O)NO